FC=1C=C(C=CC1NC(CNC(NC)=N)=O)S(=O)(=O)NC1=CN=CS1 5-[[3-Fluoro-4-[[2-[(N-methylcarbamimidoyl)amino]acetyl]amino]phenyl]sulfonylamino]thiazol